ClC=1C=C(C=C2C(N(CC12)C1C(NC(CC1)=O)=O)=O)CNC(OCC1CC2(C1)CCC2)=O spiro[3.3]heptan-2-ylmethyl ((7-chloro-2-(2,6-dioxopiperidin-3-yl)-3-oxoisoindolin-5-yl)methyl)carbamate